C(CCCCCCCN1C(C=CC1=O)=O)N1C(C=CC1=O)=O N,N'-(1,8-octanediyl)bismaleimide